(R)-4-cyano-N-((2-(4-fluoro-3-methyl-1H-pyrazol-1-yl)-1,6-naphthyridin-7-yl)methyl)-4-methylisochroman-6-carboxamide C(#N)[C@@]1(COCC2=CC=C(C=C12)C(=O)NCC1=NC=C2C=CC(=NC2=C1)N1N=C(C(=C1)F)C)C